O=CCC1CCC(CC1)NC(OC(C)(C)C)=O tert-butyl (4-(2-oxoethyl)cyclohexyl)carbamate